NC1=C(N=CN(C1=O)CC1=CC=C2[C@](NC(NC2=C1)=O)(C(F)(F)F)C#CC1CC1)C(C)(F)F (S)-7-((5-amino-4-(1,1-difluoroethyl)-6-oxopyrimidin-1(6H)-yl)-methyl)-4-(cyclopropylethynyl)-4-(trifluoromethyl)-3,4-dihydro-quinazolin-2(1H)-one